(3-(2-amino-7-azaspiro[3.5]non-7-yl)propoxy)-2-methyl-[1,1'-biphenyl] NC1CC2(C1)CCN(CC2)CCCOC=2C(=C(C=CC2)C2=CC=CC=C2)C